COC1=CC2=C(N=CS2)C(=C1)C 6-methoxy-4-methylbenzo[d]Thiazole